FC=1NOC(N1)([N+](=O)[O-])[N+](=O)[O-] 3-Fluorodinitryl-1,2,4-oxadiazole